(3,5-bis(2-hydroxyphenyl)-1H-1,2,4-triazol-1-yl)-4-methylbenzophenone OC1=C(C=CC=C1)C1=NN(C(=N1)C1=C(C=CC=C1)O)C1=C(C(=O)C2=CC=CC=C2)C=CC(=C1)C